2-(3-chloropyridin-2-yl)pyrazole-3-carboxamide ClC=1C(=NC=CC1)N1N=CC=C1C(=O)N